6-Chloro-4-((7-methoxy-1-(methyl-d3)-1H-indazol-6-yl)amino)-N-(methyl-d3)nicotinamide ClC1=NC=C(C(=O)NC([2H])([2H])[2H])C(=C1)NC1=CC=C2C=NN(C2=C1OC)C([2H])([2H])[2H]